O(C1=CC=CC=C1)C(=O)NC1=CC=C(C(=O)N2CC(CCC2)C(=O)O)C=C1 1-{4-[(phenoxycarbonyl)amino]benzoyl}piperidine-3-carboxylic acid